3-bromo-2-(prop-2-yl)-5-[3-(trifluoromethyl)phenyl]pyrazolo[1,5-a]pyridine BrC=1C(=NN2C1C=C(C=C2)C2=CC(=CC=C2)C(F)(F)F)C(C)C